C1(CC1)C1=CC=C(C=N1)C(C)N1C[C@@H](N(C[C@H]1CC)C=1C=2C(N(C(C1)=O)C)=CN(N2)CC#N)CC 2-(7-((2S,5R)-4-(1-(6-cyclopropylpyridin-3-yl)ethyl)-2,5-diethylpiperazin-1-yl)-4-methyl-5-oxo-4,5-dihydro-2H-pyrazolo[4,3-b]pyridin-2-yl)acetonitrile